4-((2-(3-(dimethylamino)phenoxy)ethoxy)methyl)-N-(3-methoxybenzyl)-N-(3-(2-methoxyethoxy)benzyl)thiazol-2-amine CN(C=1C=C(OCCOCC=2N=C(SC2)N(CC2=CC(=CC=C2)OCCOC)CC2=CC(=CC=C2)OC)C=CC1)C